4-((3,5-dibromophenyl)amino)-N-(6-((1,2,3,4-tetrahydroacridin-9-yl)amino)hexyl)quinazoline-7-carboxamide BrC=1C=C(C=C(C1)Br)NC1=NC=NC2=CC(=CC=C12)C(=O)NCCCCCCNC=1C2=CC=CC=C2N=C2CCCCC12